tert-butyl 2-{[4-(trifluoromethyl)pyridin-2-yl]formamido}acetate FC(C1=CC(=NC=C1)C(=O)NCC(=O)OC(C)(C)C)(F)F